2-(6-(2,5-dichloropyrimidin-4-yl)-1-oxoisoindolin-2-yl)acetic acid ClC1=NC=C(C(=N1)C1=CC=C2CN(C(C2=C1)=O)CC(=O)O)Cl